C(CCC)C1=CC=C(C=C1)NC1=NC(=NC(=C1C(F)(F)F)OC)C1=NC=CC=C1 N-(4-butylphenyl)-6-methoxy-2-(2-pyridyl)-5-(trifluoromethyl)-4-pyrimidinamine